N[C@H]1[C@@H](CCC1)C1=C(C2=NC(=CC(=C2S1)NCC1=CC=CC=C1)Cl)Br 2-((1r,2r)-2-aminocyclopentyl)-N-benzyl-3-bromo-5-chlorothieno[3,2-b]pyridin-7-amine